(3-{4-[6-(2-ethoxyethoxy)pyridin-3-yl]-6-oxo-1,6-dihydropyrimidin-2-yl}-4-(trifluoromethyl)benzyl)isobutyramide C(C)OCCOC1=CC=C(C=N1)C=1N=C(NC(C1)=O)C=1C=C(CC(C(=O)N)(C)C)C=CC1C(F)(F)F